(3s,5s)-3-({8-carbamoyl-6-chloropyrido[3,2-d]pyrimidin-4-yl}amino)-5-fluoropiperidine-1-carboxylic acid tert-butyl ester C(C)(C)(C)OC(=O)N1C[C@H](C[C@@H](C1)F)NC=1C2=C(N=CN1)C(=CC(=N2)Cl)C(N)=O